C(C)(C)NC1=CC=C2C(=NC(=NC2=C1)C)N N7-Isopropyl-2-methyl-quinazoline-4,7-diamine